(d)-5-(((1R,3S,5S)-8-azabicyclo[3.2.1]oct-3-yl)amino)-7-((5-methyl-1H-pyrazol-3-yl)amino)-1,6-naphthyridine-3-carboxylic acid methyl ester COC(=O)C=1C=NC2=CC(=NC(=C2C1)NC1C[C@H]2CC[C@@H](C1)N2)NC2=NNC(=C2)C